OC1=CC=2[C@H]3CC[C@@]4(C(CC[C@H]4[C@@H]3CCC2C=C1CC(=O)O)=O)C 2-((8R,9S,13S,14S)-2-hydroxy-13-methyl-17-oxo-7,8,9,11,12,13,14,15,16,17-decahydro-6H-cyclopenta[a]phenanthren-3-yl)acetic acid